[Na].FC(C(C(C(O)(F)F)(F)F)(F)F)(O)F octafluoro-1,4-butanediol sodium